[2H]C=1C(=C(C(=C(C1)[C@H]1[C@H](O[C@@]([C@@H]1C)(C(F)(F)F)C)C(=O)NC1=CC(=NC=C1)C(=O)N)OC)F)F 4-[[(2S,3S,4R,5S)-3-(5-deuterio-3,4-difluoro-2-methoxy-phenyl)-4,5-dimethyl-5-(trifluoromethyl)tetrahydrofuran-2-carbonyl]amino]pyridine-2-carboxamide